C(C1=CC=CC=C1)NC=1C(=NC=CC1)N1N=CC(=C1)C(=O)OCC ethyl 1-[3-(benzylamino) pyridin-2-yl]-1H-pyrazole-4-carboxylate